2-(1-(pyridin-2-yl)cyclopropyl)-5,6,7,8-tetrahydropyrido[4,3-d]-pyrimidin-4(3H)-one N1=C(C=CC=C1)C1(CC1)C=1NC(C2=C(N1)CCNC2)=O